C(C)(C)(C)OC(NCC(=O)C1SCCCS1)=O (2-(1,3-dithian-2-yl)-2-oxoethyl)carbamic acid tert-butyl ester